CCC1=CC=CC=C1N(CC)CC Triethylaniline